(2S)-2-(4,5-dichloro-6-oxo-pyridazin-1-yl)-N-[4-methyl-3-[2-(4-sulfamoylphenyl)ethylsulfamoyl]phenyl]propanamide ClC=1C=NN(C(C1Cl)=O)[C@H](C(=O)NC1=CC(=C(C=C1)C)S(NCCC1=CC=C(C=C1)S(N)(=O)=O)(=O)=O)C